COC=1C=C2C(=CC=NC2=CC1)[C@H](O)[C@@H]1N2C[C@@H]([C@H](C1)CC2)C=C (S)-(6-methoxy-4-quinolinyl)-[(2R,4S,5R)-5-vinylquinuclidin-2-yl]methanol